p-iso-Nonylphenol C(CCCCCC(C)C)C1=CC=C(C=C1)O